(S)-6-fluoro-7-((3-fluorophenyl)(pyridin-4-yl)methoxy)-8-methyl-chroman-4-one FC=1C=C2C(CCOC2=C(C1O[C@@H](C1=CC=NC=C1)C1=CC(=CC=C1)F)C)=O